5,5'-dithiobis-thiazole S1C=NC=C1SSC1=CN=CS1